C1(=CC=CC=C1)CS(=O)(=O)OC1=C(O[C@@](C1=O)([2H])C1=C(C=CC=C1)C)N (S)-2-amino-4-oxo-5-(o-tolyl)-4,5-dihydrofuran-3-yl-5-d phenylmethanesulfonate